4-[3-{4-[(2,5-dichlorobenzyl)oxy]-3-methoxybenzyl}-7-fluoro-6-[2-fluoro-1-(fluoromethyl)ethoxy]-2,4-dioxo-3,4-dihydroquinazolin-1(2H)-yl]piperidine-1-carbaldehyde ClC1=C(COC2=C(C=C(CN3C(N(C4=CC(=C(C=C4C3=O)OC(CF)CF)F)C3CCN(CC3)C=O)=O)C=C2)OC)C=C(C=C1)Cl